CNC=1N=CC2=C(N1)NC=C2C=2C=CC=1N(N2)C=C(N1)C N-methyl-5-(2-methylimidazo[1,2-b]pyridazin-6-yl)-7H-pyrrolo[2,3-d]pyrimidin-2-amine